(4-amino-7-fluoro-1,3-dihydrofuro[3,4-c]quinolin-8-yl)((3R,5S)-3-(6-(difluoromethoxy)-3-pyridazinyl)-5-methyl-4-morpholinyl)methanone NC1=NC=2C=C(C(=CC2C2=C1COC2)C(=O)N2[C@@H](COC[C@@H]2C)C=2N=NC(=CC2)OC(F)F)F